(2R,3S,5R)-5-(6-amino-8-(benzyloxy)-9H-purin-9-yl)-2-(hydroxymethyl)tetrahydrofuran-3-ol tert-butyl-3,3-dimethyl-4-oxopiperidine-1-carboxylate C(C)(C)(C)C1N(CCC(C1(C)C)=O)C(=O)O[C@@H]1[C@H](O[C@H](C1)N1C2=NC=NC(=C2N=C1OCC1=CC=CC=C1)N)CO